di-tert-butyl (2-((4-bromo-1H-imidazol-1-yl)methyl)propane-1,3-diyl)dicarbamate BrC=1N=CN(C1)CC(CNC(OC(C)(C)C)=O)CNC(OC(C)(C)C)=O